[Mn].BrC1=CC=C2C=C(N(C2=C1)CC1CC1)C=O 6-Bromo-1-(cyclopropylmethyl)-1H-indole-2-carbaldehyde Manganese